1-{[5-methyl-2-(2H-1,2,3-triazol-2-yl)phenyl]carbonyl}-2-(naphthalen-2-ylethynyl)piperidine CC=1C=CC(=C(C1)C(=O)N1C(CCCC1)C#CC1=CC2=CC=CC=C2C=C1)N1N=CC=N1